6-[(3S)-3-(cyanomethyl)piperazin-1-yl]-2-[[(2S)-1-ethylpyrrolidin-2-yl]methoxy]-N-(3-hydroxy-1-naphthyl)pyrimidine-4-carboxamide C(#N)C[C@H]1CN(CCN1)C1=CC(=NC(=N1)OC[C@H]1N(CCC1)CC)C(=O)NC1=CC(=CC2=CC=CC=C12)O